3-[1-(4,4-diethyl-2-imino-6-oxo-hexahydropyrimidin-1-yl)-3-methoxy-propyl]-N-(2-hydroxy-2-methyl-indan-1-yl)benzamide C(C)C1(NC(N(C(C1)=O)C(CCOC)C=1C=C(C(=O)NC2C(CC3=CC=CC=C23)(C)O)C=CC1)=N)CC